(E)-4-(N-benzyl-2-morpholinyl-4-propylaminopyrimidine-5-carboxamido)-2-butene carbonate C(O)(O)=O.C(C1=CC=CC=C1)N(C(=O)C=1C(=NC(=NC1)N1CCOCC1)NCCC)C/C=C/C